C(C)(C)(C)C1=CC(=C(C(=C1)C([2H])([2H])[2H])C1=CC(=NC=C1)N1C2=CC=CC=C2C=2C=CC(=CC12)O)C([2H])([2H])[2H] 9-(4-(4-(tert-butyl)-2,6-di(methyl-d3)phenyl)pyridin-2-yl)-9H-carbazol-2-ol